((2-chloro-4-((5-cyclopropyl-3-(2,6-dichlorophenyl)isoxazol-4-yl)methoxy)phenyl)ethynyl)-1H-indazole-4-carboxylic acid methyl ester COC(=O)C=1C=2C=NN(C2C=CC1)C#CC1=C(C=C(C=C1)OCC=1C(=NOC1C1CC1)C1=C(C=CC=C1Cl)Cl)Cl